ethyl 4-chloro-5H-pyrrolo[3,2-d]pyrimidine-7-carboxylate ClC=1C2=C(N=CN1)C(=CN2)C(=O)OCC